BrC1=CC(=CC=2C(=COC21)COC2=C(C=CC(=C2)OC)CC(=O)OCC)Cl ethyl 2-(2-((7-bromo-5-chlorobenzofuran-3-yl)methoxy)-4-methoxyphenyl)acetate